ClC=1C(=C(C=CC1)NC=1C2=C(N=CN1)C=C(C(=N2)N2CC1(CCN1C(=O)OC(C)(C)C)C2)OC)F tert-Butyl 6-(4-((3-chloro-2-fluorophenyl)amino)-7-methoxypyrido[3,2-d]pyrimidin-6-yl)-1,6-diazaspiro[3.3]heptane-1-carboxylate